Cl.N1(CCNCCC1)C(C(=O)OC)C Methyl 2-(1,4-diazepan-1-yl)propanoate Hydrochloride